3-(5-(4-chlorophenyl)Oxazol-2-yl)-5-(1-(1-methylpiperidin-4-yl)-1H-pyrazol-4-yl)pyridin-2-amine ClC1=CC=C(C=C1)C1=CN=C(O1)C=1C(=NC=C(C1)C=1C=NN(C1)C1CCN(CC1)C)N